3-cyclopropyl-8-fluoro-N-[2-(4-isopropyl-4H-1,2,4-triazol-3-yl)thiazol-4-yl]-6-oxo-5,6-dihydro-4H-benzo[f]imidazo[1,5-a][1,4]diazepine-9-carboxamide C1(CC1)C=1N=CN2C1CNC(C1=C2C=C(C(=C1)F)C(=O)NC=1N=C(SC1)C1=NN=CN1C(C)C)=O